ClN1NC=C(C=C1)C(=O)OC methyl 2-chloropyridazine-5-carboxylate